S1C(=NC2=C1C=CC=C2)NC2=C(C(=C(N=N2)N(C=2SC=C(N2)C(=O)OCC)C)C)C ethyl 2-({6-[(1,3-benzothiazol-2-yl) amino]-4,5-dimethylpyridazin-3-yl} (methyl) amino)-1,3-thiazole-4-carboxylate